[C@H]12CN(C[C@H](CC1)N2)C=2C1=C(N=C(N2)OCC23CCCN3CC(C2)F)CN(CC1)C1=CC=CC2=CC=CC(=C12)C 4-((1R,5S)-3,8-diazabicyclo[3.2.1]octan-3-yl)-2-((2-fluorotetrahydro-1H-pyrrolizin-7a(5H)-yl)methoxy)-7-(8-methylnaphthalen-1-yl)-5,6,7,8-tetrahydropyrido[3,4-d]pyrimidine